N1C(=CC2=CC=CC=C12)C(=O)C=1SC=CC1 (1H-indol-2-yl)(thiophen-2-yl)methanone